Propan-2-yl 5-(2-chloro-5-cyanophenyl)-3-({[(3R)-6,6-dimethylpiperidin-3-yl] carbonyl} amino)-1H-indazole-1-carboxylate hydrochloride Cl.ClC1=C(C=C(C=C1)C#N)C=1C=C2C(=NN(C2=CC1)C(=O)OC(C)C)NC(=O)[C@H]1CNC(CC1)(C)C